C(#N)C1=CC2=C(N(C(N=C2N2[C@H](CN(CC2)C(=O)OC(C)(C)C)C)=O)C=2C(=NC=CC2C)C(C)C)N=C1C1=C2C=NNC2=CC=C1C tert-butyl (3S)-4-(6-cyano-1-(2-isopropyl-4-methylpyridin-3-yl)-7-(5-methyl-1H-indazol-4-yl)-2-oxo-1,2-dihydropyrido[2,3-d]pyrimidin-4-yl)-3-methylpiperazine-1-carboxylate